2,2-dichloro-N-(pyrene-1-yl)acetamide ClC(C(=O)NC1=CC=C2C=CC3=CC=CC4=CC=C1C2=C34)Cl